tert-butyl 4-(1-(5-methoxy-4-nitro-2-(prop-1-en-2-yl)phenyl)piperidin-4-yl)piperazine-1-carboxylate COC=1C(=CC(=C(C1)N1CCC(CC1)N1CCN(CC1)C(=O)OC(C)(C)C)C(=C)C)[N+](=O)[O-]